C(C)C12C(C(N(CC1)CC2)(COC)CO)=O 4-ethyl-2-(hydroxymethyl)-2-(methoxymethyl)-quinuclidin-3-one